CC(C=CC(N)(C)C)(N)C tetramethyl-2-butene-1,4-diamine